7-amino-8-fluoro-4-[(4-fluorophenyl)methyl]-2,6-dimethyl-1,4-benzoxazin-3-one NC1=C(C2=C(N(C(C(O2)C)=O)CC2=CC=C(C=C2)F)C=C1C)F